C(C)(C)(C)C=1N=C(N(C1)C(=O)NCCCOC1=CC=CC=C1)OC 4-(tert-Butyl)-2-methoxy-N-(3-phenoxypropyl)-1H-imidazole-1-carboxamide